C(C)OC(C[C@@H](C1=CC(=C(C=C1)OC)F)NC(=O)C=1NC=C(C1)Br)=O (S)-3-(4-bromo-1H-pyrrole-2-carboxamido)-3-(3-fluoro-4-methoxyphenyl)propionic acid ethyl ester